ClC1=C(C=CC2=C1C(=NC(C(=N2)N)C)C2=C(C(=CC=C2F)OC)F)Cl 6,7-dichloro-5-(2,6-difluoro-3-methoxy-phenyl)-3-methyl-3H-1,4-benzodiazepine-2-Amine